OCCCCCCCCCOS(=O)(=O)C1=CC=C(C=C1)C.C12C(CC(C=C1)C2)C[Si](Cl)(C)CC 5-norbornen-2-yl-(ethyl)dimethylchlorosilane 9-hydroxynonyl-4-methylbenzenesulfonate